9,9'-(4,6-bis(2,6-diphenylpyrimidin-4-yl)-5-(3-methyl-9H-carbazol-9-yl)-1,3-phenylene)bis(3,6-dimethyl-9H-carbazole) C1(=CC=CC=C1)C1=NC(=CC(=N1)C1=C(C=C(C(=C1N1C2=CC=CC=C2C=2C=C(C=CC12)C)C1=NC(=NC(=C1)C1=CC=CC=C1)C1=CC=CC=C1)N1C2=CC=C(C=C2C=2C=C(C=CC12)C)C)N1C2=CC=C(C=C2C=2C=C(C=CC12)C)C)C1=CC=CC=C1